NC=1C(=NC(=C(N1)F)C1=CC(=C(C=C1)N1CCOCC1)CN(C)C)C=1C=C2C=C(NC(C2=CC1F)=O)C 6-(3-amino-6-(3-((dimethylamino)methyl)-4-morpholinophenyl)-5-fluoropyrazin-2-yl)-7-fluoro-3-methylisoquinolin-1(2H)-one